N-(1-benzothien-2-yl)cycloheptanecarboxamide S1C(=CC2=C1C=CC=C2)NC(=O)C2CCCCCC2